3-(3,5-bistrifluoromethyl-benzyl)-5-phenyl-1-oxa-5-azaspiro[5.5]undec-7,10-diene-4,9-dione FC(C=1C=C(CC2COC3(N(C2=O)C2=CC=CC=C2)C=CC(C=C3)=O)C=C(C1)C(F)(F)F)(F)F